FC=1C=C(OC2CNC2)C=CC1 3-(3-fluorophenoxy)azetidin